di-tert-butyl-2',4',6'-triisopropyl-1,6'-biphenyl C(C)(C)(C)C=1C(=C(C=CC1)C1(C=C(C=C(C1)C(C)C)C(C)C)C(C)C)C(C)(C)C